CC=1C(=CC=2NC3=CC=C(C=C3C2C1C)C)C1=C(C=CC(=C1)C)N 3,4,6-trimethyl-2-(2'-amino-5'-methylphenyl)-9H-carbazole